N-[4-(cyclohexanecarbonylamino)cyclohexyl]cyclohexanecarboxamide C1(CCCCC1)C(=O)NC1CCC(CC1)NC(=O)C1CCCCC1